2-chloro-4-[[(2-methoxypyridin-3-yl)methyl]amino]pyrimidin-5-carboxamide ClC1=NC=C(C(=N1)NCC=1C(=NC=CC1)OC)C(=O)N